1-((2S,4R,5S)-4-hydroxy-5-(hydroxymethyl)tetrahydrofuran-2-yl)-5-(thiophen-2-yl)pyrimidine-2,4(1H,3H)-dione O[C@@H]1C[C@H](O[C@H]1CO)N1C(NC(C(=C1)C=1SC=CC1)=O)=O